FC1=CC=C(OCCS(=O)(=O)NC=2C(=NOC2C2=CC=C(C(=N2)C)OC[C@@H]2[C@H](CCCC2)C(=O)OC)C)C=C1 methyl (1S,2S)-2-(((6-(4-((2-(4-fluorophenoxy)ethyl)sulfonamido)-3-methylisoxazol-5-yl)-2-methyl pyridin-3-yl)oxy)methyl)cyclohexane-1-carboxylate